NC(CCCCCOC=1C=2N(C=C(N1)C1=CC(=NC=C1OC)[C@@H](C)N(S(=O)C(C)(C)C)CC)C=CN2)C#N N-((1R)-1-(4-(8-((6-amino-6-cyanohexyl)oxy)imidazo[1,2-a]pyrazin-6-yl)-5-methoxypyridin-2-yl)ethyl)-N-ethyl-2-methylpropane-2-sulfinamide